FC1=C(C(=O)[O-])C(=CC=C1)F.FC1=C(C(=O)[O-])C(=CC=C1)F.FC1=C(C(=O)[O-])C(=CC=C1)F.[Bi+3] bismuth(III) tris(2,6-difluorobenzoate)